diphenyl-hexavinyl-cyclotetrasiloxane C1(=CC=CC=C1)[Si]1(O[Si](O[Si](O[Si](O1)(C=C)C=C)(C=C)C=C)(C=C)C=C)C1=CC=CC=C1